O=C1C(C2(CC1)CCN(CC2)C(=O)OC(C)(C)C)C(=O)OCC 8-(tert-butyl) 1-ethyl 2-oxo-8-azaspiro[4.5]decane-1,8-dicarboxylate